ClC1=C(C=C2C(=C(N(C2=C1F)C)C=1NC(=NN1)C(COC)=O)N1C=NC=C1)OC 1-(5-(6-chloro-7-fluoro-3-(1H-imidazol-1-yl)-5-methoxy-1-methyl-1H-indol-2-yl)-4H-1,2,4-triazol-3-yl)-2-methoxyethan-1-one